NC1=CC=CC(=N1)S(=O)(=O)NC(=O)C=1C(=NC(=CC1)C1=CC(=CC(=C1)OCC(C)C)F)N1C(CC[C@H]1C)(C)C N-[(6-Amino-2-pyridyl)sulfonyl]-6-(3-fluoro-5-isobutoxyphenyl)-2-[(5R)-2,2,5-trimethylpyrrolidin-1-yl]pyridin-3-carboxamid